3-(4-((2-cyclopropylethyl)((1r,4r)-4-((thiazol-2-ylmethyl)amino)cyclohexyl)amino)-1-oxoisoindolin-2-yl)piperidine-2,6-dione C1(CC1)CCN(C1=C2CN(C(C2=CC=C1)=O)C1C(NC(CC1)=O)=O)C1CCC(CC1)NCC=1SC=CN1